isopropyl-7-morpholino-5-(3-phenylpyrazol-1-yl)pyrazolo[1,5-a]pyrimidine-2-carboxamide C(C)(C)C=1C(=NN2C1N=C(C=C2N2CCOCC2)N2N=C(C=C2)C2=CC=CC=C2)C(=O)N